C12CC(CC2C1)NC1=NC(=NC=C1C=O)SC 4-(bicyclo[3.1.0]hex-3-ylamino)-2-(methylthio)pyrimidine-5-carbaldehyde